4-chloro-6-methoxypyrimidin ClC1=NC=NC(=C1)OC